NC1C(N(CC1(C)C)C1=CC=CC(=N1)C1=NC2=CC(=NC=C2C=C1)CNC(C1=CC(=C(C=C1)C)S(=O)(=O)C)=O)=O N-((2-(6-(3-amino-4,4-dimethyl-2-oxopyrrolidin-1-yl)pyridin-2-yl)-1,6-naphthyridin-7-yl)methyl)-4-methyl-3-(methylsulfonyl)benzamide